C(C)N1C(C2=NC(=CC=C2C1=O)NC1=NC=C(C(=C1)N[C@H](CO)C1=CC=CC=C1)C1=NC(=NO1)C(C)(C)O)(C)C (S)-6-ethyl-2-((4-((2-hydroxy-1-phenylethyl)amino)-5-(3-(2-hydroxypropan-2-yl)-1,2,4-oxadiazol-5-yl)pyridin-2-yl)amino)-7,7-dimethyl-6,7-dihydro-5H-pyrrolo[3,4-b]pyridin-5-one